N(=[N+]=[N-])C(/C=C/C1=CC=C(C#N)C=C1)CCCCCCC (E)-4-(3-azido-1-decenyl)-benzonitrile